3-Aminopropyldiethoxy-methylsilane NCCC[Si](C)(OCC)OCC